4,5-dichloro-N-(2-methoxypyridin-4-yl)pyrimidin-2-amine ClC1=NC(=NC=C1Cl)NC1=CC(=NC=C1)OC